C12(CC3CC(CC(C1)C3)C2)C(=O)OC[C@]2(O[C@H](C[C@@H]2O)N2C3=NC(=NC(=C3N=C2)N)F)C#C ((2R,3S,5R)-5-(6-amino-2-fluoro-9H-purin-9-yl)-2-ethynyl-3-hydroxy-tetrahydrofuran-2-yl)methyl adamantane-1-carboxylate